ClC=1C=NC=C(C1[C@@H](C)OC=1C=C2C(=NNC2=CC1)C=1C=CC(=NC1)N1CCN(C2(CC2)C1)C(=O)N(C)C)Cl (R)-7-(5-(5-(1-(3,5-dichloropyridin-4-yl)ethoxy)-1H-indazol-3-yl)pyridin-2-yl)-N,N-dimethyl-4,7-diazaspiro[2.5]octane-4-carboxamide